N(=C=O)C1CCC(CC1)C(C)(C)C1CCC(CC1)N=C=O 2,2-bis(4-isocyanatocyclohexyl)-propane